(S)-3-acetyl-4-benzyloxazolidin-2-one C(C)(=O)N1C(OC[C@@H]1CC1=CC=CC=C1)=O